(2S,3R)-1-nitroso-3-phenylpyrrolidine-2-carboxylic acid N(=O)N1[C@@H]([C@H](CC1)C1=CC=CC=C1)C(=O)O